BrC1=CC=C2N=CC(=NC2=C1)C=1C=NC=NC1 7-bromo-2-(pyrimidin-5-yl)quinoxaline